FC(C1=CC=C(C=C1)[B-](C1=CC=C(C=C1)C(F)(F)F)(C1=CC=C(C=C1)C(F)(F)F)C1=CC=C(C=C1)C(F)(F)F)(F)F.C(CCC)[NH+](CCCC)CCCC tributyl-ammonium tetra(p-trifluoromethylphenyl)borate